FC1=C(C(=CC(=C1OC)CCCCC)OC)CC(C)NC(OC(C)(C)C)=O tert-butyl (1-(2-fluoro-3,6-dimethoxy-4-pentylphenyl)propan-2-yl)carbamate